O=[12CH][C@H](O)[C@@H](O)[C@H](O)[C@H](O)CO [12C]-glucose